5-[4-[4-[4-[4-[4-(2,6-Dioxopiperidin-3-yl)oxyphenyl]piperidin-1-yl]butanoyl]piperazin-1-yl]phenyl]-3-[3-[[ethyl(methyl)sulfamoyl]amino]-2,6-difluorobenzoyl]-1H-pyrrolo[2,3-b]pyridine O=C1NC(CCC1OC1=CC=C(C=C1)C1CCN(CC1)CCCC(=O)N1CCN(CC1)C1=CC=C(C=C1)C=1C=C2C(=NC1)NC=C2C(C2=C(C(=CC=C2F)NS(N(C)CC)(=O)=O)F)=O)=O